4-[[2-[(6-bromo-2,3,4-trifluoro-phenyl)sulfonyl-[(2-cyanophenyl)methyl]amino]acetyl]-[(3,5-dicyclopropylphenyl)methyl]amino]-3-ethoxy-benzoic acid BrC1=CC(=C(C(=C1S(=O)(=O)N(CC(=O)N(C1=C(C=C(C(=O)O)C=C1)OCC)CC1=CC(=CC(=C1)C1CC1)C1CC1)CC1=C(C=CC=C1)C#N)F)F)F